P(=O)(O)(O)O.O=C[C@@H](O)[C@@H](O)[C@H](O)[C@H](O)CO.O=C[C@@H](O)[C@@H](O)[C@H](O)[C@H](O)CO bisMannose 6-Phosphate